octoxystyrene C(CCCCCCC)OC=CC1=CC=CC=C1